ClC1=C(N=CC2=CC=CC=C12)C=1C=CC(=C2C=CC=NC12)C[C@@H](C(=O)O)NC(C1=C(C=CC=C1F)F)=O (S)-3-(8-(4-chloroisoquinolin-3-yl)quinolin-5-yl)-2-(2,6-difluorobenzoylamino)propionic acid